2-methyl-1H-pyrrolo[3,2-b]pyridin CC1=CC2=NC=CC=C2N1